9,10-bis(ethoxycarbonyltetradecyleneoxy)anthracene C(C)OC(=O)CCCCCCCCCCCCCCOC=1C2=CC=CC=C2C(=C2C=CC=CC12)OCCCCCCCCCCCCCCC(=O)OCC